C(C)(C)C1=C(NC2=CN=C(C=C21)N2CCNCC2)C=2C=C(C=1N(C2)N=CN1)C 6-(3-isopropyl-5-(piperazin-1-yl)-1H-pyrrolo[2,3-c]pyridin-2-yl)-8-methyl-[1,2,4]triazolo[1,5-a]pyridine